(3-acryloxypropyl)tris(trimethylsiloxy)silane C(C=C)(=O)OCCC[Si](O[Si](C)(C)C)(O[Si](C)(C)C)O[Si](C)(C)C